3-(((((4-methoxyphenyl)imino)methylene)amino)-N-methylpropanamido)-3-methylbutanamide COC1=CC=C(C=C1)N=C=NC(C(=O)N(C)C(CC(=O)N)(C)C)C